2-(4-Fluorophenyl)thiazole-5-sulfonyl chloride FC1=CC=C(C=C1)C=1SC(=CN1)S(=O)(=O)Cl